OCC1=C(C=NC=C1)O[C@@H](C)[C@H]1CC[C@H]2[C@@H]3CC=C4C[C@H](CC[C@@]4([C@H]3CC[C@]12C)C)O (3S,8S,9S,10R,13S,14S,17S)-17-((S)-1-((4-(hydroxymethyl)pyridin-3-yl)oxy)ethyl)-10,13-dimethyl-2,3,4,7,8,9,10,11,12,13,14,15,16,17-tetradecahydro-1H-cyclopenta[a]phenanthren-3-ol